1-ethyl-N-[(1s,4s)-4-{[6-chloro-2-(trifluoromethyl)quinolin-4-yl]amino}cyclohexyl]-1H-pyrazole-5-carboxamide C(C)N1N=CC=C1C(=O)NC1CCC(CC1)NC1=CC(=NC2=CC=C(C=C12)Cl)C(F)(F)F